C(C)(C)(C)C=1C=C(C=CC1)C=1NC2=CC=C(C=C2C1)C(C(=O)O)(C)C 2-(2-(3-(tert-butyl)phenyl)-1H-indol-5-yl)-2-methylpropanoic acid